8-chloro-1-methyl-3-(tetrahydro-2H-pyran-2-yl)-3,4-dihydrobenzopyrano[3,4-c]pyrazole ClC=1C=CC2=C(C1)C1=C(N(N=C1C)C1OCCCC1)CO2